(R)-(Z)-3-((3-butyl-7-(ethylthio)-5-(4-fluorophenyl)-1,1-dioxido-2,3,4,5-tetrahydro-1,5-benzothiazepin-8-yl)oxy)-2-fluoroacrylic acid C(CCC)[C@H]1CS(C2=C(N(C1)C1=CC=C(C=C1)F)C=C(C(=C2)O\C=C(\C(=O)O)/F)SCC)(=O)=O